CO[Si](CCCN1C(N(C(N(C1=O)CCC[Si](OC)(OC)OC)=O)CCC[Si](OC)(OC)OC)=O)(OC)OC 1,3,5-tris[3-(trimethoxysilyl)propyl]-1,3,5-triazine-2,4,6(1H,3H,5H)-trione